2-ethyl-7-methyl-2,3-dihydrobenzo[f][1,4]oxazepin-4(5H)-carboxylate C(C)C1OC2=C(CN(C1)C(=O)[O-])C=C(C=C2)C